4-(4-Fluoro-3-(3-(trifluoromethyl)-5,6,7,8-tetrahydro-[1,2,4]triazolo[4,3-a]pyrazine-7-carbonyl)benzyl)-6-(prop-1-yn-1-yl)phthalazin-1(2H)-one FC1=C(C=C(CC2=NNC(C3=CC=C(C=C23)C#CC)=O)C=C1)C(=O)N1CC=2N(CC1)C(=NN2)C(F)(F)F